ClC1=C(C=C(OCC(=O)O)C=C1)[N+](=O)[O-] 2-(4-chloro-3-nitrophenoxy)acetic acid